BrC1=NC=C(C=N1)OCC1=C(C=CC=C1C(F)(F)F)Cl 2-bromo-5-{[2-chloro-6-(trifluoromethyl)phenyl]methoxy}pyrimidine